N1C=CC=C1C=1C(=NC(=CC1)C(F)(F)F)C(=O)N azol-5-yl-6-(trifluoromethyl)pyridine-2-carboxamide